tert-butyl (1S,4S)-5-(3-cyclopropyl-4-((5-(trifluoromethyl)-4-(trimethylstannyl)pyrimidin-2-yl)amino)phenyl)-2,5-diazabicyclo[2.2.1]heptane-2-carboxylate C1(CC1)C=1C=C(C=CC1NC1=NC=C(C(=N1)[Sn](C)(C)C)C(F)(F)F)N1[C@@H]2CN([C@H](C1)C2)C(=O)OC(C)(C)C